N-[2-(2-carbamoyl-2-methylideneethyl)-7-(3-methyl-1H-indazol-5-yl)-3-oxo-2,3-dihydro-1H-isoindol-5-yl]benzamide C(N)(=O)C(CN1CC2=C(C=C(C=C2C1=O)NC(C1=CC=CC=C1)=O)C=1C=C2C(=NNC2=CC1)C)=C